OC(C[C@@H](N)C(=O)O)(C)C 4-hydroxy-D-leucine